methoxy-6-(morpholin-4-yl)pyrazin-2-amine COC=1C(=NC(=CN1)N1CCOCC1)N